amino-tolan NC1=C(C=CC=C1)C#CC1=CC=CC=C1